N-(3-methoxybenzyl)-3-((4-methylpiperazin-1-yl)methyl)-N-(quinolin-7-ylmethyl)aniline COC=1C=C(CN(C2=CC(=CC=C2)CN2CCN(CC2)C)CC2=CC=C3C=CC=NC3=C2)C=CC1